[O-2].[Tb+3].[O-2].[O-2].[Tb+3] Terbium oxid